BrC1=C(C(=CC(=C1)C(C(F)(F)F)(C(F)(F)F)F)C(F)(F)F)N1N=CC=C1 1-[2-Bromo-4-(1,1,1,2,3,3,3-heptafluoropropan-2-yl)-6-(trifluoromethyl)phenyl]-1H-pyrazole